6-(2-methylimidazo[1,2-a]pyridin-7-yl)-5-(2-neopentyloxazol-5-yl)picolinonitrile CC=1N=C2N(C=CC(=C2)C2=C(C=CC(=N2)C#N)C2=CN=C(O2)CC(C)(C)C)C1